tert-butyl (1S,4S)-5-(5-cyano-4-(((E)-(dimethylamino)methylene)amino)-2-fluorophenyl)-2,5-diazabicyclo[2.2.1]heptane-2-carboxylate C(#N)C=1C(=CC(=C(C1)N1[C@@H]2CN([C@H](C1)C2)C(=O)OC(C)(C)C)F)/N=C/N(C)C